3-((7-(3-(Hydroxymethyl)pyrrolidin-1-yl)benzo[d][1,3]dioxolan-4-yl)amino)piperidine OCC1CN(CC1)C1=CC=C(C2=C1OCO2)NC2CNCCC2